NC1=C(NC(CCN(C(OC(C)(C)C)=O)C)CO)C(=CC=C1)Br tert-butyl N-[3-(2-amino-6-bromo-anilino)-4-hydroxy-butyl]-N-methyl-carbamate